(2S,3R,4S,5R,6R)-2-(((R)-1-([1,1'-Biphenyl]-2-yl)-2-hydroxy-2-methylpropyl)thio)-6-(hydroxymethyl)-4-(4-(3,4,5-trifluorophenyl)-1H-1,2,3-triazol-1-yl)tetrahydro-2H-pyran-3,5-diol C1(=C(C=CC=C1)[C@H](C(C)(C)O)S[C@@H]1O[C@@H]([C@@H]([C@@H]([C@H]1O)N1N=NC(=C1)C1=CC(=C(C(=C1)F)F)F)O)CO)C1=CC=CC=C1